CC=1C=C(C=C(C1C1=C(C(=C(C2=CC=CC=C12)O)\N=N\[H])S(=O)(=O)O)C)C1=CC(=C(C(=C1)C)C1=C(C(=C(C2=CC=CC=C12)O)\N=N\[H])S(=O)(=O)O)C 1,1'-(3,5,3',5'-tetramethyl-[1,1'-biphenyl]-4,4'-diyl)bis{4-hydroxy-3-[(E)-diazenyl]naphthalene-2-sulfonic acid}